ClC=1C=C(C=CC1)NC(CCSC1=NC2=CC=CC=C2C=C1C#N)=O N-(3-chlorophenyl)-3-((3-cyanoquinolin-2-yl)thio)propionamide